1-(4-(4-(2-chlorophenyl)-5-methyl-1H-pyrrole-2-carbonyl)piperazin-1-yl)prop-2-en-1-one ClC1=C(C=CC=C1)C=1C=C(NC1C)C(=O)N1CCN(CC1)C(C=C)=O